ClC1=C2C(=C(N=N1)NC1CC(C1)(O)C)C=NC=C2 (1s,3s)-3-((1-chloropyrido[3,4-d]pyridazin-4-yl)amino)-1-methylcyclobutan-1-ol